5-(((trans-3-(3-cyclopropyl-4-(5-(dimethylamino)pyridin-2-yl)-1H-pyrazol-1-yl)cyclobutyl)methyl)amino)-2-(2,6-dioxopiperidin-3-yl)isoindoline-1,3-dione C1(CC1)C1=NN(C=C1C1=NC=C(C=C1)N(C)C)[C@@H]1C[C@H](C1)CNC=1C=C2C(N(C(C2=CC1)=O)C1C(NC(CC1)=O)=O)=O